[4,6-diphenyl-5-(4-pyridyl)pyrazolo[3,4-b]pyridin-2-yl]propan C1(=CC=CC=C1)C=1C=2C(N=C(C1C1=CC=NC=C1)C1=CC=CC=C1)=NN(C2)CCC